The molecule is a tertiary alcohol that is propan-2-ol substituted by a 4-methoxyphenyl group at position 2. Metabolite observed in cancer metabolism. It has a role as a human metabolite. It is a monomethoxybenzene and a tertiary alcohol. CC(C)(C1=CC=C(C=C1)OC)O